ClC1=C(C=C(OCC(=O)NC23CC(C2)(C3)NS(=O)(=O)CC3=CC=CC=C3)C=C1)F 2-(4-chloro-3-fluorophenoxy)-N-{3-[(phenylmethanesulfonyl)amino]bicyclo[1.1.1]pentan-1-yl}acetamide